NCC1=NNC(C2=CC=C(C=C12)C=1C=NN(C1C1=C(C#N)C=C(C=C1)C1CC1)C)=O 2-(4-(4-(aminomethyl)-1-oxo-1,2-dihydrophthalazin-6-yl)-1-methyl-1H-pyrazol-5-yl)-5-cyclopropylbenzonitrile